C1N(CC12COCC2)C2CCC(CC2)=O 4-(6-oxa-2-azaspiro[3.4]oct-2-yl)cyclohexanone